O=C1N(CC2=CC(=CC=C12)O[C@@H]1CN(CC1)CC=1N=CC2=CC(=CC=C2C1)C1CCOCC1)C1C(NC(CC1)=O)=O 3-(1-Oxo-5-(((S)-1-((7-(tetrahydro-2H-pyran-4-yl)isoquinolin-3-yl)methyl)pyrrolidin-3-yl)oxy)isoindolin-2-yl)piperidine-2,6-dione